FC(F)S(=O)(=O)[O-].[Zn+2].FC(F)S(=O)(=O)[O-] zinc difluoromethylsulfonate